3-(3-Isopropylphenyl)-N-methylcyclobut-2-en-1-amine, trifluoroacetate salt FC(C(=O)O)(F)F.C(C)(C)C=1C=C(C=CC1)C1=CC(C1)NC